[(3aS,4S,7S,7aR)-7-azido-5-(6-benzyloxyhexyl)-2,2-dimethyl-4,6,7,7a-tetrahydro-3aH-[1,3]dioxolo[4,5-c]pyridin-4-yl]methanol N(=[N+]=[N-])[C@@H]1[C@@H]2[C@H]([C@@H](N(C1)CCCCCCOCC1=CC=CC=C1)CO)OC(O2)(C)C